ClC=1N=NC(=C(N1)N1CC2(C1)CCC(CC2)CN2CCN(CC2)C2=NC=CC=C2)OC2=C(C(=O)N(C(C)C)CC)C=C(C=C2)F 2-((3-chloro-5-(7-((4-(pyridin-2-yl)piperazin-1-yl)methyl)-2-azaspiro[3.5]nonan-2-yl)-1,2,4-triazin-6-yl)oxy)-N-ethyl-5-fluoro-N-isopropylbenzamide